N-Phenyl-N-(Trichloromethylthio)Benzenesulfonamide C1(=CC=CC=C1)N(S(=O)(=O)C1=CC=CC=C1)SC(Cl)(Cl)Cl